benzyl ((S)-1-((3R,5'S)-5-bromo-5'-formyl-2-oxospiro[indoline-3,3'-pyrrolidin]-1'-yl)-4-methyl-1-oxopentan-2-yl)(methyl)carbamate BrC=1C=C2C(=CC1)NC([C@@]21CN([C@@H](C1)C=O)C([C@H](CC(C)C)N(C(OCC1=CC=CC=C1)=O)C)=O)=O